CN1C(=NN=C1)C1(CCC1)C=1C=C(C=CC1)N1CC2=C(C=C(C=C2C1=O)C=O)C(F)(F)F 2-(3-(1-(4-methyl-4H-1,2,4-triazol-3-yl)cyclobutyl)phenyl)-3-oxo-7-(trifluoromethyl)isoindoline-5-carbaldehyde